dichloroacetic acid diisopropylammonium salt C(C)(C)[NH2+]C(C)C.ClC(C(=O)[O-])Cl